C(#N)C1=C(SC2=C1C(=NC=C2F)C=2C1=C(C=3C=NC(=NC3C2F)N2C3CN(CC2C3)C)COC1)NC(OC(C)(C)C)=O tert-Butyl (3-cyano-7-fluoro-4-(5-fluoro-3-(3-methyl-3,6-diazabicyclo[3.1.1]heptan-6-yl)-7,9-dihydrofuro[3,4-f]quinazolin-6-yl)thieno[3,2-c]pyridin-2-yl)carbamate